1-((5-(1H-1,2,3-triazol-1-yl)pyridin-2-yl)methyl)-4-(bicyclo[1.1.1]pentan-1-yl)-1,4-dihydropyrazine-2,3-dione N1(N=NC=C1)C=1C=CC(=NC1)CN1C(C(N(C=C1)C12CC(C1)C2)=O)=O